diiodomethan ICI